FC[C@H](CN)OC (S)-3-fluoro-2-methoxypropan-1-amine